Bis(3-hydroxy-2-naphthol) Borate B(O)(O)O.OC=1C(=CC2=CC=CC=C2C1)O.OC=1C(=CC2=CC=CC=C2C1)O